tetrahydrothiazolethione S1(CNCC1)=S